N-(5-((6-((R)-3-benzylisoxazolidine-2-yl)pyrimidine-4-yl)amino)-2-(4-cyclopentylpiperazine-1-yl)-4-methoxyphenyl)acrylamide C(C1=CC=CC=C1)[C@H]1N(OCC1)C1=CC(=NC=N1)NC=1C(=CC(=C(C1)NC(C=C)=O)N1CCN(CC1)C1CCCC1)OC